4-(5-methyl-2-nitrophenyl)butyric acid methyl ester COC(CCCC1=C(C=CC(=C1)C)[N+](=O)[O-])=O